3-((2,3-difluoro-4-(octadecyloxy)phenyl)sulfonyl)-4-(4-(4-(1-ethylpiperidin-4-yl)piperazin-1-yl)piperidin-1-yl)-6-(trifluoromethoxy)quinoline FC1=C(C=CC(=C1F)OCCCCCCCCCCCCCCCCCC)S(=O)(=O)C=1C=NC2=CC=C(C=C2C1N1CCC(CC1)N1CCN(CC1)C1CCN(CC1)CC)OC(F)(F)F